C(C)(C)(C)OC(=O)N1CCN(CC1)C1=C(C(=CC=C1)NCC1=CC(=CC=C1)Cl)N 4-(2-amino-3-((3-chlorobenzyl)amino)phenyl)piperazine-1-carboxylic acid tert-butyl ester